2,4,6-toluenetriamine CC=1C(=CC(=CC1N)N)N